C1(CC1)C=1C=CC(=C(C1)[C@@H](C)N[S@@](=O)C(C)(C)C)F (S)-N-[(1R)-1-(5-cyclopropyl-2-fluorophenyl)ethyl]-2-methylpropane-2-sulfinamide